CC=1C=CC2=C(NC(=N2)C2=NNC3=CC=C(C=C23)C(=O)O)C1 3-(6-methyl-1H-benzo[d]imidazol-2-yl)-1H-indazole-5-carboxylic acid